[Cl-].[Cl-].C1(=CC=CC=2C3=CC=CC=C3CC12)[Zr+2]NC(C)(C)C fluorenyl-(tert-butylamino)-zirconium dichloride